2-amino-9-((1S,3R,4S)-4-hydroxy-3-hydroxymethyl-2-methylenecyclopentyl)-1,9-dihydro-6H-purin-6-one NC=1NC(C=2N=CN(C2N1)[C@@H]1C([C@@H]([C@H](C1)O)CO)=C)=O